(R)-N-(5-chloro-6-(difluoromethoxy)pyridin-3-yl)-2-fluoro-8,8-dimethyl-7,8-dihydro-6H-cyclopenta[e]pyrazolo[1,5-a]pyrimidine-6-carboxamide ClC=1C=C(C=NC1OC(F)F)NC(=O)[C@@H]1CC(C2=C1C=NC=1N2N=C(C1)F)(C)C